titanium isopropoxide bis(acetoacetate) C(CC(=O)C)(=O)[O-].C(CC(=O)C)(=O)[O-].CC([O-])C.[Ti+3]